C(C)OC(CNC1=CC=C(C=C1)C)=O N-(4-methylphenyl)glycine ethyl ester